C(C)(C)(C)OC(=O)NCCOC1=C(C=CC=C1)C=1C(=CC(=C(C1)NS(=O)(=O)C=1C=C(C(=O)OC)C=C(C1OC)Cl)F)F Methyl 3-[[5-[2-[2-(tert-butoxycarbonylamino)ethoxy]phenyl]-2,4-difluoro-phenyl]sulfamoyl]-5-chloro-4-methoxy-benzoate